Nickel (ii) 1-(3-bromo-2-nitrophenyl)-4-isopropylpiperazine BrC=1C(=C(C=CC1)N1CCN(CC1)C(C)C)[N+](=O)[O-].[Ni+2]